4-hydroxy-7-(trifluoromethyl)-1,8-naphthyridin-2(1H)-one OC1=CC(NC2=NC(=CC=C12)C(F)(F)F)=O